(R,E)-N-(4-((4-([1,2,4]triazolo[1,5-a]pyridin-7-yloxy)-2-methoxy-5-methylphenyl)amino)-7-methoxy-quinazolin-6-yl)-2-fluoro-3-(1-methyl-5-oxopyrrolidin-2-yl)acrylamide N=1C=NN2C1C=C(C=C2)OC2=CC(=C(C=C2C)NC2=NC=NC1=CC(=C(C=C21)NC(/C(=C\[C@@H]2N(C(CC2)=O)C)/F)=O)OC)OC